2,3-dihydro-benzofuran-5-carboxylic acid [2-(7-oxa-1-aza-spiro[3.5]non-1-yl)-benzooxazol-5-yl]-amide N1(CCC12CCOCC2)C=2OC1=C(N2)C=C(C=C1)NC(=O)C=1C=CC2=C(CCO2)C1